1-(3,7-dihydro-2H-furo[3,2-f]indol-5-yl)-2-(4-fluoro-2-methoxyphenyl)ethanone O1CCC=2C=C3C(=CNC3=CC21)C(CC2=C(C=C(C=C2)F)OC)=O